Br.N(N)C=1SC=C(N1)C(=O)OCC ethyl 2-hydrazinothiazole-4-carboxylate hydrobromide salt